OC[C@@H]1CN(C[C@H]1NC1=NN=C(C2=CC=CC=C12)C1=CC=C(C=C1)C(F)(F)F)C(C=C)=O 1-((3R,4S)-3-(hydroxymethyl)-4-((4-(4-(trifluoromethyl)phenyl)phthalazin-1-yl)amino)pyrrolidin-1-yl)prop-2-en-1-one